C(CCCC/C=C/C(=O)NCC(=O)O)CCCCC=C(Br)Br The molecule is an enamide obtained by the formal condensation of the amino group of glycine with the carboxy group of 14,14-dibromotetradeca-2,13-dienoic acid (the 2E stereoisomer). It is isolated from the marine sponge Siliquariaspongia sp. and exhibits antibacterial properties. It has a role as a metabolite and an antibacterial agent. It is a monocarboxylic acid, an enamide, an organobromine compound, a N-acylglycine and a fatty amide.